(S)-5-(2-fluoro-4-methylphenyl)-1-(1-(6-ethoxy-5-methoxypyridin-2-yl)-2-(methylsulfonyl)ethyl)-1H-benzo[d]imidazol-2(3H)-one FC1=C(C=CC(=C1)C)C1=CC2=C(N(C(N2)=O)[C@H](CS(=O)(=O)C)C2=NC(=C(C=C2)OC)OCC)C=C1